ClC=1C=C2C(C(NC2=CC1)=O)=NN=C1SCC(N1C1=CC=C(C=C1)F)=O 5-chloro-3-(2-(3-(4-fluorophenyl)-4-oxothiazolidin-2-ylidene)hydrazono)-1H-indol-2-one